ethyl 2-[benzyl-[(3R)-3-(tert-butoxycarbonylamino)-2-oxo-butyl]amino]acetate C(C1=CC=CC=C1)N(CC(=O)OCC)CC([C@@H](C)NC(=O)OC(C)(C)C)=O